BrC1=C(C=C2C(=NC(=NC2=C1F)OCC12CCCN2CCC1)OCC(F)(F)F)F 7-bromo-6,8-difluoro-2-((hexahydro-1H-pyrrolizin-7a-yl)methoxy)-4-(2,2,2-trifluoroethoxy)quinazoline